N-{4-chloro-3-[4-(difluoromethyl)-3-methyl-5-oxo-4,5-dihydro-1H-1,2,4-triazol-1-yl]phenyl}methanesulfonamide ClC1=C(C=C(C=C1)NS(=O)(=O)C)N1N=C(N(C1=O)C(F)F)C